2-[(4-methoxyphenyl)methyl]-1-methyl-2,3-dihydro-1H-indazol-3-one COC1=CC=C(C=C1)CN1N(C2=CC=CC=C2C1=O)C